s-indacene-3-propionic acid succinimidyl ester C1(CCC(N1OC(CCC=1C=CC2=CC3=CC=CC3=CC12)=O)=O)=O